CC1=C(C(=C(C=C1)C1=CC(=CC=C1)N)C)N dimethyl-1,1'-biphenyl-3,3'-diamine